[Li].FC(C1=CC=C(C=C1)C=1C=C(C=CC1)CO)(F)F {3-[4-(trifluoromethyl)phenyl]phenyl}methanol lithium